3-(3-(2,2-difluoroethyl)-7-((2-(dimethylamino)ethyl)amino)-1,1-dioxidobenzo[b]thiophen-2-yl)prop-2-yn FC(CC=1C2=C(S(C1C#CC)(=O)=O)C(=CC=C2)NCCN(C)C)F